ClC1=C(C#N)C=C(C=N1)C(F)(F)F 2-Chloro-5-(trifluoromethyl)nicotinonitrile